CC(C#CN1N=C(C2=CC(=CC=C12)C1=CC(=NC=C1)NC=1C(=NNC1)C)N)(C)C (3,3-dimethylbut-1-yn-1-yl)-5-(2-((3-methyl-1H-pyrazol-4-yl)amino)pyridin-4-yl)-1H-indazol-3-amine